4-(3-(5-fluoro-2-methylphenyl)-7,8-dihydro-1,6-naphthyridin-6(5H)-yl)-2,6-dimethylquinazoline FC=1C=CC(=C(C1)C=1C=NC=2CCN(CC2C1)C1=NC(=NC2=CC=C(C=C12)C)C)C